5,10,15,20-tetrakis-(4-ethylphenyl)porphyrin C(C)C1=CC=C(C=C1)C=1C2=CC=C(N2)C(=C2C=CC(C(=C3C=CC(=C(C=4C=CC1N4)C4=CC=C(C=C4)CC)N3)C3=CC=C(C=C3)CC)=N2)C2=CC=C(C=C2)CC